4-[(1E,3E)-3-(aminomethyl)-4-fluoro-but-1,3-dienyl]N-tert-butyl-benzamide hydrochloride Cl.NC/C(/C=C/C1=CC=C(C(=O)NC(C)(C)C)C=C1)=C/F